(2S)-1,1-Difluoro-2-[3-(3-fluorophenyl)-1,2,4-oxadiazol-5-yl]-6-azaspiro[2.5]octan-6-sulfonamid FC1([C@@H](C12CCN(CC2)S(=O)(=O)N)C2=NC(=NO2)C2=CC(=CC=C2)F)F